NCCOCCOCCOCCNC(C1=C(C=C(C(=C1)CN(C(CN1C(COCC1=O)=O)=O)CC=1N2C(SC1)=NC=C2)C)C)=O N-(2-(2-(2-(2-aminoethoxy)ethoxy)ethoxy)ethyl)-5-((2-(3,5-dioxomorpholino)-N-(imidazo[2,1-b]thiazol-3-ylmethyl)acetamido)methyl)-2,4-dimethylbenzamide